1,2,3,4,6-pentacyano-2H-borinine C(#N)B1C(C(=C(C=C1C#N)C#N)C#N)C#N